C(CCC)[C@]1(CS(C2=C(N(C1)C1=CC=CC=C1)C=C(C(=C2)OC[C@](C(=O)O)(C)O)SC)(=O)=O)CC (S)-3-(((R)-3-butyl-3-ethyl-7-(methylsulfanyl)-1,1-dioxo-5-phenyl-2,3,4,5-tetrahydro-1,5-benzothiazepin-8-yl)oxy)-2-hydroxy-2-methylpropanoic acid